4-(3-((((1S,3S)-3-aminocyclohexyl)methyl)amino)-1-(4-(4-(methylsulfonyl)piperazin-1-yl)phenyl)-1H-pyrazol-5-yl)-2-fluorobenzonitrile N[C@@H]1C[C@H](CCC1)CNC1=NN(C(=C1)C1=CC(=C(C#N)C=C1)F)C1=CC=C(C=C1)N1CCN(CC1)S(=O)(=O)C